(R)-4-(1-(3-amino-5-(trifluoromethyl)phenyl)ethylamino)-6-(4,4-difluoropiperidin-1-yl)-2,7-dimethylpyrido[3,4-d]pyrimidin-8(7H)-one NC=1C=C(C=C(C1)C(F)(F)F)[C@@H](C)NC=1C2=C(N=C(N1)C)C(N(C(=C2)N2CCC(CC2)(F)F)C)=O